ClC=1C=C(C=C(C1)NS(=O)(=O)C)C=1N(C(=CC1C(=O)N)N1C(CCCC1)=O)C (3-chloro-5-(methylsulfonylamino)phenyl)-1-methyl-5-(2-oxopiperidin-1-yl)-1H-pyrrole-3-carboxamide